2-(2-methoxyethoxy)-6-morpholino-1H-benzo[d]-imidazole COCCOC1=NC2=C(N1)C=C(C=C2)N2CCOCC2